C1(CCC1)CN1CC2(CN(C2)C=2C=CC(=NC2)C2=NNC(=C2CC(F)(F)F)C=2C=C(C=3N(C2)N=CN3)OC)C1 6-(3-(5-(6-(cyclobutylmethyl)-2,6-diazaspiro[3.3]heptan-2-yl)pyridin-2-yl)-4-(2,2,2-trifluoroethyl)-1H-pyrazol-5-yl)-8-methoxy-[1,2,4]triazolo[1,5-a]pyridine